N-((6-(4-(4-cyanophenyl)-2,3-dimethyl-5-oxo-2,5-dihydro-1H-pyrazol-1-yl)pyridin-3-yl)sulfonyl)acetamide methyl-6-(3-(3-(pentafluoro-λ6-sulfaneyl)benzyl)ureido)chromane-2-carboxylate COC(=O)C1OC2=CC=C(C=C2CC1)NC(=O)NCC1=CC(=CC=C1)S(F)(F)(F)(F)F.C(#N)C1=CC=C(C=C1)C1=C(N(N(C1=O)C1=CC=C(C=N1)S(=O)(=O)NC(C)=O)C)C